N(=[N+]=[N-])[C@@H]1CCN2C1=NC=C2 |o1:3| (R or S)-7-azido-6,7-dihydro-5H-pyrrolo[1,2-a]imidazole